(S)-4-(7-fluoroimidazo[1,2-a]pyridin-3-yl)-7-((6-((methyl(2,2,2-trifluoroethyl)amino)methyl)-5-(tetrahydrofuran-3-yl)pyridin-2-yl)amino)isoindolin-1-one FC1=CC=2N(C=C1)C(=CN2)C2=C1CNC(C1=C(C=C2)NC2=NC(=C(C=C2)[C@H]2COCC2)CN(CC(F)(F)F)C)=O